C(CCCC)C1C2(NCC(N2)=O)CCC1 (±)-6-pentyl-1,4-diazaspiro[4.4]nonan-2-one